N1(CCCCC1)C1=CC=C(C=C1)SC=1N=NNC1 4-((4-(piperidin-1-yl)phenyl)thio)-1H-1,2,3-triazole